FC=1C(=CC(=C2C=C(NC12)C(=O)OC)B1OC(C(O1)(C)C)(C)C)C1=CCCNC1 methyl 7-fluoro-6-(1,2,3,6-tetrahydropyridin-5-yl)-4-(4,4,5,5-tetramethyl-1,3,2-dioxaborolan-2-yl)-1H-indole-2-carboxylate